(R)-2-(piperidin-3-ylamino)pyrimidine-5-carbonitrile trifluoroacetate FC(C(=O)O)(F)F.N1C[C@@H](CCC1)NC1=NC=C(C=N1)C#N